C(C)(C)[C@@H]1CCC2=C(C=3N1C=C(C(C3)=O)C(=O)O)N=C3C(=C2)OCCCO3 (S)-6-isopropyl-2-oxo-2,6,7,8,12,13-hexahydro-11H-[1,4]dioxepino[2',3':5,6]pyrido[2,3-c]pyrido[1,2-a]azepine-3-carboxylic acid